Natrium Nitrate [N+](=O)([O-])[O-].[Na+]